(2S)-2-(3-(dimethylamino)-2,5-dioxopyrrolidin-1-yl)-N-(2-fluorobenzyl)propanamide methanesulfonate CS(=O)(=O)O.CN(C1C(N(C(C1)=O)[C@H](C(=O)NCC1=C(C=CC=C1)F)C)=O)C